NC1=CC(=C(C=C1F)C1CCN(CC1)C(=O)OC(C)(C)C)F tert-butyl 4-(4-amino-2,5-difluoro-phenyl)piperidine-1-carboxylate